C(C)(C)(C)C=1C=CC(=CC1O)C 6-tertiary butyl-m-cresol